(2S,3R,4R,5S)-1-(((1r,4R)-4-(tert-butyl)cyclohexyl)methyl)-2-(hydroxymethyl)piperidine-3,4,5-triol C(C)(C)(C)C1CCC(CC1)CN1[C@H]([C@H]([C@@H]([C@H](C1)O)O)O)CO